ClC1=CC(=C(N=N1)OCCN1CCN(CC1)C(=O)OC(C)(C)C)C#N tert-butyl 4-(2-((6-chloro-4-cyanopyridazin-3-yl)oxy)ethyl)piperazine-1-carboxylate